(E)-4-bromocrotonic acid BrC/C=C/C(=O)O